ClC=1C=C2C(=CC=NC2=CC1)NC1=CC(=CC(=C1)OCC1COCC1)OC 6-Chloro-N-(3-methoxy-5-((tetrahydrofuran-3-yl)methoxy)phenyl)quinolin-4-amine